Cholesterol disodium salt [Na].[Na].CC(C)CCC[C@@H](C)[C@H]1CC[C@H]2[C@@H]3CC=C4C[C@@H](O)CC[C@]4(C)[C@H]3CC[C@]12C